C(CCC\C=C/CC)OC(CCCCC(=O)OCC(COC(CCCCC(OCCCC\C=C/CC)OCCCC\C=C/CC)=O)CO)OCCCC\C=C/CC 2-(hydroxymethyl)propane-1,3-diyl bis(6,6-bis(((Z)-oct-5-en-1-yl)oxy)hexanoate)